N-(4-amino-5-cyclopropylpyridin-2-yl)acetamide NC1=CC(=NC=C1C1CC1)NC(C)=O